4-Chloro-3-(trifluoromethyl)benzoic acid [3-(3-ethyl-4-oxo-spiro[6,8-dihydro-5H-pyrazolo[4,3-c]azepin-7,4'-tetrahydropyran]-1-yl)-2,2-dimethyl-propyl] ester C(C)C1=NN(C2=C1C(NCC1(CCOCC1)C2)=O)CC(COC(C2=CC(=C(C=C2)Cl)C(F)(F)F)=O)(C)C